oxa[4,7,10,14]tetraazacycloheptadecine-7-carboxamide O1CC=NC=CN(C=CN=CC=CN=CC=C1)C(=O)N